CC(C#C)(C)O[Si](C=CCCCC)(C)C (3-methyl-1-butyn-3-oxy)dimethylhexenylsilane